3-(1-oxo-5-(4-((4-toluenesulfonylpiperidin-1-yl)methyl)pyridin-2-yl)isoindolin-2-yl)piperidine-2,6-dione O=C1N(CC2=CC(=CC=C12)C1=NC=CC(=C1)CN1CCC(CC1)S(=O)(=O)CC1=CC=CC=C1)C1C(NC(CC1)=O)=O